CON(C(C1=NC(=CC=C1)OC(F)(F)F)=O)C N-methoxy-N-methyl-6-(trifluoromethoxy)picolinamide